NC1(C(N(C2=CC=CC=C12)C=1C=C(C=NC1)CC1=NNC(C2=CC=CC=C12)=O)=O)CC 4-((5-(3-amino-3-ethyl-2-oxoindolin-1-yl)pyridin-3-yl)methyl)phthalazin-1(2H)-one